4-(5-((3,4-difluorobenzyl)carbamoyl)thiophen-2-yl)-6-(4-fluorophenethyl)-2-(isopropylamino)-5-(5-methyl-1,3,4-oxadiazol-2-yl)nicotinamide FC=1C=C(CNC(=O)C2=CC=C(S2)C2=C(C(=NC(=C2C(=O)N)NC(C)C)CCC2=CC=C(C=C2)F)C=2OC(=NN2)C)C=CC1F